tert-butyl 3-[4-(aminomethyl)-2-methyl-anilino]azetidine-1-carboxylate NCC1=CC(=C(NC2CN(C2)C(=O)OC(C)(C)C)C=C1)C